Cl.C=C1CCC2N(CCNC2)C1=O 7-methyleneoctahydro-6H-pyrido[1,2-a]pyrazin-6-one hydrochloride